ethyl 3-bromoimidazo[1,2-a]pyrimidine-6-carboxylate BrC1=CN=C2N1C=C(C=N2)C(=O)OCC